C(C1=CC=CC=C1)N1N=CC(=C1)C1=C(OC2=C(C(=CC=C2C1=O)O)O)C(F)(F)F 3-(1-Benzyl-1H-pyrazol-4-yl)-7,8-dihydroxy-2-(trifluoromethyl)-4H-chromen-4-one